O1CC(C1)O oxetan-3-ol